benzoic acid ((3E)-hex-3-en-1-yl) ester C(C\C=C\CC)OC(C1=CC=CC=C1)=O